OC(=O)C(F)(F)F.CS(=O)(=O)N1C2CNCC1CC2 8-(methylsulfonyl)-3,8-diazabicyclo[3.2.1]octane TFA salt